C(CCCCCCCCCCCCCCCCC)(=O)OCCCCCCCCCCCCCCCCCCCCCCCCCCCCCC triacontanyl stearate